8-bromo-1,1-dimethyl-9-((2-(trimethylsilyl)ethoxy)methyl)-1,2,3,9-tetrahydro-carbazol-4-one BrC=1C=CC=C2C=3C(CCC(C3N(C12)COCC[Si](C)(C)C)(C)C)=O